N[C@H]1CN(CCC1)C1=C(C#N)C(=C(C=N1)C1=CC(=C(C=C1)OC)O)C1=CC(=C(C=C1)C#N)F (R)-2-(3-aminopiperidin-1-yl)-4-(4-cyano-3-fluorophenyl)-5-(3-hydroxy-4-methoxyphenyl)nicotinonitrile